glycine diacetate C(CN(CC(=O)O)CC(=O)[O-])(=O)[O-]